C(CC)OC1=NC(=C(C(=O)O)C=C1)C(F)(F)F 6-propoxy-2-(trifluoromethyl)nicotinic acid